(1S,5R)-2-(5-((3-fluorophenyl)ethynyl)pyridin-2-yl)-4-methyl-2,4-diazabicyclo[3.2.0]heptan-3-one FC=1C=C(C=CC1)C#CC=1C=CC(=NC1)N1[C@H]2CC[C@H]2N(C1=O)C